FC1C(C1)C(=O)NC=1SC2=C(N1)C=CC(=C2)C2=C(N=CO2)C 2-fluoro-N-(6-(4-methyl-oxazol-5-yl)benzo[d]thiazol-2-yl)cyclopropane-1-carboxamide